CN(CCOC=1C=C(C=C(C1)C(F)(F)F)NC(=O)C1=CSC=2CN(CCC21)C(=O)C2=CN=C1N2C=CC=C1)C N-(3-(2-(Dimethylamino)ethoxy)-5-(trifluoromethyl)phenyl)-6-(imidazo[1,2-a]pyridin-3-carbonyl)-4,5,6,7-tetrahydrothieno[2,3-c]pyridin-3-carboxamid